3-(1-Hydroxy-2-benzoyloxyethyl)styrene OC(COC(C1=CC=CC=C1)=O)C=1C=C(C=C)C=CC1